ClC=1C=CC=C(C1)C1=CC=CC=C1 5-chloro-[1,1'-biphenyl]